8-fluoro-7-(8-fluoronaphthalen-1-yl)-2-((hexahydro-1H-pyrrolizin-7a-yl)methoxy)-4-(3-(methylsulfonyl)azepan-1-yl)pyrido[4,3-d]pyrimidine FC1=C(N=CC2=C1N=C(N=C2N2CC(CCCC2)S(=O)(=O)C)OCC21CCCN1CCC2)C2=CC=CC1=CC=CC(=C21)F